3-oxocyclohexanecarbonitrile O=C1CC(CCC1)C#N